[5-(1,3-dioxan-2-yl)pentyl]magnesium iodide O1C(OCCC1)CCCCC[Mg]I